5-[1-(2,6-dichloro-4-cyclopropylphenyl)-1H-pyrazol-3-yl]-2-methylbenzenemethanamine hydrochloride Cl.ClC1=C(C(=CC(=C1)C1CC1)Cl)N1N=C(C=C1)C=1C=CC(=C(C1)CN)C